CN(C(C)(C)[C@@H]1CN(CCC1)C=1C=CC(=NC1)NC=1C=CC(=C2CNC(C12)=O)C1=CN=C2N1C=CC(=C2)F)C (S)-7-((5-(3-(2-(dimethyl-amino)propan-2-yl)piperidin-1-yl)pyridin-2-yl)amino)-4-(7-fluoro-imidazo[1,2-a]pyridin-3-yl)isoindolin-1-one